2-(2H-benzotriazol-2-yl)-p-cresol N=1N(N=C2C1C=CC=C2)C2=CC(=CC=C2O)C